FC=1C=C(C=CC1NC(=O)C1=CC2=CN(N=C2C=C1OC)C)N1CC2(CN(C2)C(=O)OC(C)(C)C)C1 tert-butyl 6-(3-fluoro-4-(6-methoxy-2-methyl-2H-indazole-5-carboxamido)phenyl)-2,6-diazaspiro[3.3]heptane-2-carboxylate